(R)-2-(4-chloro-isopropyl-1H-pyrazol-5-yl)-N-(4-(1-ethyl-4-(trifluoromethyl)-1H-imidazol-2-yl)phenyl)-4,5,6,7-tetrahydropyrazolo[1,5-a]pyridin-4-amine ClC=1C=NN(C1C1=NN2C([C@@H](CCC2)NC2=CC=C(C=C2)C=2N(C=C(N2)C(F)(F)F)CC)=C1)C(C)C